CN(C(=O)NC=1C=NC=C(C1)C(F)(F)F)C1CC2(CN(C2)C(=O)C=2C=NN3C2SC=C3)C1 1-methyl-1-(2-(pyrazolo[5,1-b]thiazole-7-carbonyl)-2-azaspiro[3.3]heptan-6-yl)-3-(5-(trifluoromethyl)pyridin-3-yl)urea